P(O\C=C\[C@H]1O[C@H]([C@@H]([C@@H]1O)CC=C)N1C(N(C(C=C1)=O)C(C1=CC=CC=C1)=O)=O)([O-])=O ((E)-2-((2r,3s,4r,5r)-4-allyl-5-(3-benzoyl-2,4-dioxo-3,4-dihydropyrimidin-1(2H)-yl)-3-hydroxytetrahydrofuran-2-yl) vinyl) phosphonate